(4-((2-(5-methoxy-1H-indol-3-yl)ethyl)amino)-4-oxobutyl)triphenylphosphine bromide [Br-].COC=1C=C2C(=CNC2=CC1)CCNC(CCCC1=C(C=CC=C1)P(C1=CC=CC=C1)C1=CC=CC=C1)=O